BrCC1=CC(=C(C=C1)F)F 4-(bromomethyl)-1,2-di-Fluorobenzene